CC1=CC=CC=C1OCC(=O)[O-] 6-methyl-phenoxyacetate